[3-[5-bromo-6-fluoro-2-[2-[(1S)-1-methoxyethyl]-5-morpholino-3-pyridinyl]-1H-indol-3-yl]-2,2-dimethyl-propoxy]-tert-butyl-diphenyl-monosilane BrC=1C=C2C(=C(NC2=CC1F)C=1C(=NC=C(C1)N1CCOCC1)[C@H](C)OC)CC(CO[Si](C1=CC=CC=C1)(C1=CC=CC=C1)C(C)(C)C)(C)C